ClC1=CC=C(CN2CC(CCC2)C2=CC=NC=3N2N=C(C3CN3CCN(CC3)C(C)=O)C)C=C1 1-(4-((7-(1-(4-Chlorobenzyl)piperidin-3-yl)-2-methylpyrazolo[1,5-a]pyrimidin-3-yl)methyl)piperazin-1-yl)ethan-1-one